(cyclohexylmethyl)-L-threonine methyl ester COC([C@@H](NCC1CCCCC1)[C@H](O)C)=O